(2-(8-(chloromethyl)-4-hydroxy-2-methyl-7,8-dihydro-6H-oxazolo[4,5-e]indole-6-carbonyl)-1H-pyrrolo[2,3-b]pyridin-5-yl)acetamide methyl-4-bromothieno[2,3-c]pyridine-2-carboxylate COC(=O)C1=CC=2C(=CN=CC2Br)S1.ClCC1CN(C2=CC(=C3C(=C12)N=C(O3)C)O)C(=O)C3=CC=1C(=NC=C(C1)CC(=O)N)N3